1-(N-(t-butoxycarbonyl)sulfamoyl)pyridin C(C)(C)(C)OC(=O)NS(=O)(=O)N1CC=CC=C1